2-((3-aminophenyl)amino)-6-phenyl-7H-pyrano[2,3-d]pyrimidin-7-one NC=1C=C(C=CC1)NC=1N=CC2=C(N1)OC(C(=C2)C2=CC=CC=C2)=O